C(C(C)C)(=O)O.C(CC(CC)O)O 1,3-Pentanediol monoisobutyrate